C(C=C)(=O)OC(CCCCCOC1=CC=C(C(=O)O)C=C1)C 4-((6-(acryloyloxy)heptyl)oxy)benzoic acid